C1(=CC=C(C=C1)COC1=CC=CC(=N1)C1CCN(CC1)CC1=NC2=C(N1CCOC)C=C(C=C2)C(=O)O)C2=CC=CC=C2 2-((4-(6-([1,1'-biphenyl]-4-ylmethoxy)pyridin-2-yl)piperidin-1-yl)methyl)-1-(2-methoxyethyl)-1H-benzo[d]imidazole-6-carboxylic acid